[(1S)-2-ethoxy-1-methyl-2-oxo-ethyl]-2-chloro-5-(3,5-dimethyl-2,6-dioxo-4-thioxo-1,3,5-triazinan-1-yl)-4-fluoro-benzoate C(C)OC([C@H](C)OC(C1=C(C=C(C(=C1)N1C(N(C(N(C1=O)C)=S)C)=O)F)Cl)=O)=O